[N-](S(=O)(=O)C(F)(F)F)S(=O)(=O)C(F)(F)F.C(CC)N1CN(C=C1)C 1-propyl-3-methylimidazole bis(trifluoromethylsulfonyl)imide salt